O=C1NC(CCC1N1C(C2=CC=C(C=C2C1=O)CN1CCN(CC1)CCCO)=O)=O 2-(2,6-dioxopiperidin-3-yl)-5-((4-(3-hydroxypropyl)piperazin-1-yl)methyl)isoindoline-1,3-dione